N1CC(C1)CN(C(C1=CC=C(C=C1)[C@@H]1CC2(CC(C2)C#N)CCN1CC1=C2C=CNC2=C(C=C1OC)C)=O)CC N-(azetidin-3-ylmethyl)-4-((2R,4s,6S)-2-cyano-7-((5-methoxy-7-methyl-1H-indol-4-yl)methyl)-7-azaspiro[3.5]nonan-6-yl)-N-ethylbenzamide